ClC1=C(C#N)C=CC(=C1)[C@H]1N(CC[C@H](C1)C)C#CC |r| Rac-2-chloro-4-((2s,4r)-4-methyl-1-propynylpiperidin-2-yl)benzonitrile